4-(((3-cyano-8-methoxyquinolin-4-yl)amino)methyl)-N-hydroxybenzamide C(#N)C=1C=NC2=C(C=CC=C2C1NCC1=CC=C(C(=O)NO)C=C1)OC